ClC=1C=C(C=C(C1)Cl)C=1OC2=C(N1)C=CC(=C2)C(=O)O[C@H]2CN(C[C@@H]2OC(=O)C2=CC1=C(N=C(O1)C1=CC(=CC(=C1)Cl)Cl)C=C2)C (3S,4S)-1-methylpyrrolidine-3,4-diyl bis(2-(3,5-dichlorophenyl)-benzo[d]oxazole-6-carboxylate)